7-chloro-2,3,4a,5-tetrahydro-2-[methoxycarbonyl-(4-trifluoromethoxyphenyl)carbamoyl]indeno[1,2-e][1,3,4]oxadiazine-4a-carboxylic acid methyl ester COC(=O)C12C(=NN(CO1)C(N(C1=CC=C(C=C1)OC(F)(F)F)C(=O)OC)=O)C1=CC=C(C=C1C2)Cl